FC(C(=O)[O-])(F)F.ClC1=C2C(=C(NC2=CC(=C1)Cl)C)CCN1N=NC(=C1)C(C[NH3+])C 2-(1-(2-(4,6-dichloro-2-methyl-1H-indol-3-yl)ethyl)-1H-1,2,3-triazol-4-yl)propanaminium trifluoroacetate salt